C(C=C)N1N(C2=NC(=NC=C2C1=O)NC=1C=NC(=CC1)OCCF)C1=CC=CC(=N1)OC1CCN(CC1)C(=O)OC(C)(C)C tert-butyl 4-((6-(2-allyl-6-((6-(2-fluoroethoxy)pyridin-3-yl)amino)-3-oxo-2,3-dihydro-1H-pyrazolo[3,4-d]pyrimidin-1-yl)pyridin-2-yl)oxy)piperidine-1-carboxylate